(S)-3-(3-chloro-4-fluorophenyl)-1-ethyl-1-(1-(1-oxo-1,2-dihydro-2,7-naphthyridin-4-yl)ethyl)urea ClC=1C=C(C=CC1F)NC(N([C@@H](C)C1=CNC(C2=CN=CC=C12)=O)CC)=O